1-(5-(((1S,4S)-5-(cyclohexylmethyl)-2,5-diazabicyclo[2.2.1]heptan-2-yl)methyl)pyrazolo[1,5-a]pyridin-3-yl)dihydropyrimidine-2,4(1H,3H)-dione C1(CCCCC1)CN1[C@@H]2CN([C@H](C1)C2)CC2=CC=1N(C=C2)N=CC1N1C(NC(CC1)=O)=O